1-pentyl-3-(1-naphthoyl)indole C(CCCC)N1C=C(C2=CC=CC=C12)C(=O)C1=CC=CC2=CC=CC=C12